NCCN(C1=C(C(=C(C(=N1)SC(C(=O)N)C1=CC=CC=C1)C#N)C1CC1)C#N)C 2-((6-((2-aminoethyl)(methyl)amino)-3,5-dicyano-4-cyclopropylpyridin-2-yl)sulfanyl)-2-phenylacetamide